ClC1=CC=C(C=N1)N1CCC(CC1)NC(=S)NC=1C=NC=CC1 1-(1-(6-Chloropyridin-3-yl)piperidin-4-yl)-3-(pyridin-3-yl)thiourea